3-Bromo-2-methoxybenzamide BrC=1C(=C(C(=O)N)C=CC1)OC